methyl 3-bromo-1-methyl-1H-indazole-5-carboxylate BrC1=NN(C2=CC=C(C=C12)C(=O)OC)C